tert-butyl 3-(1-methyl-2-oxo-1,2-dihydropyridin-3-yl)azetidine-1-carboxylate CN1C(C(=CC=C1)C1CN(C1)C(=O)OC(C)(C)C)=O